Bis(6-tert-butyl-4-ferrocenyl-5-methoxy-2-methyl-1H-inden-1-yl)dimethylsilane C(C)(C)(C)C1=C(C(=C2C=C(C(C2=C1)[Si](C)(C)C1C(=CC2=C(C(=C(C=C12)C(C)(C)C)OC)[C-]1C=CC=C1)C)C)[C-]1C=CC=C1)OC.[CH-]1C=CC=C1.[Fe+2].[CH-]1C=CC=C1.[Fe+2]